(S)-N-(5-(difluoromethoxy)-1H-pyrazol-3-yl)-6-(1-(tetrahydro-2H-pyran-4-yl)ethyl)pyrazin-2-amine FC(OC1=CC(=NN1)NC1=NC(=CN=C1)[C@@H](C)C1CCOCC1)F